FC1=CC=C(C=C1)CCC(=O)Cl 3-(4-fluorophenyl)propionyl chloride